N[C@H]1[C@@H]2N(C[C@H]1CC2)C(=O)C2=CC1=C(N(C(=N1)C=1N(C3=CC(=CC=C3C1)C1=C(C=C(C(=O)N)C=C1)OC)CC1CC1)C)C(=C2)OC 4-(2-{5-[(1R,4R,7R)-7-amino-2-azabicyclo[2.2.1]heptane-2-carbonyl]-7-methoxy-1-methyl-1H-1,3-benzodiazol-2-yl}-1-(cyclopropylmethyl)-1H-indol-6-yl)-3-methoxybenzamide